3-(4-Pyridinyl)prop-2-yn-1-ol N1=CC=C(C=C1)C#CCO